Bis-(4-tert-butylcyclohexyl)peroxydicarbonate C(C)(C)(C)C1CCC(CC1)OC(=O)OOC(=O)OC1CCC(CC1)C(C)(C)C